2,3-dibromonaphthoquinone O=C1C(Br)=C(Br)C(=O)C2C=CC=CC1=2